tert-butyl 3-(7-bromo-6-chloro-8-fluoro-5-methoxy-2-(methylsulfonyl)quinazolin-4-yl)-3,8-diazabicyclo[3.2.1]octane-8-carboxylate BrC1=C(C(=C2C(=NC(=NC2=C1F)S(=O)(=O)C)N1CC2CCC(C1)N2C(=O)OC(C)(C)C)OC)Cl